(1R,2S,5S)-3-(7-cyano-1H-indole-2-carbonyl)-6,6-dimethyl-N-((S)-1-oxo-3-((S)-2-oxopyrrolidin-3-yl)propan-2-yl)-3-azabicyclo[3.1.0]hexane-2-carboxamide C(#N)C=1C=CC=C2C=C(NC12)C(=O)N1[C@@H]([C@H]2C([C@H]2C1)(C)C)C(=O)N[C@H](C=O)C[C@H]1C(NCC1)=O